5-(2-chlorophenyl)-N-[(1s,4s)-4-{[6-chloro-2-(trifluoromethyl)quinolin-4-yl]amino}cyclohexyl]-1H-pyrazole-3-carboxamide ClC1=C(C=CC=C1)C1=CC(=NN1)C(=O)NC1CCC(CC1)NC1=CC(=NC2=CC=C(C=C12)Cl)C(F)(F)F